(R)-ethyl 2-((2R,3S)-2-(3-chlorophenyl)-3-(4-chlorophenyl)-5-oxomorpholino)pentanoate ClC=1C=C(C=CC1)[C@H]1OCC(N([C@H]1C1=CC=C(C=C1)Cl)[C@@H](C(=O)OCC)CCC)=O